Br.BrCC=1C=CC(=NC1)C 5-(bromomethyl)-2-methyl-pyridine hydrobromide